CC1CN(CC1)CCCOC1=CC=C(N)C=C1 4-(3-(3-methylpyrrolidin-1-yl)propoxy)aniline